[Cl-].C(=C)N1C=[N+](C=C1)CC 1-vinyl-3-ethyl-imidazolium chloride salt